(1S,3S)-3-((6-(5-chloro-3-(((methyl(oxetan-3-ylmethyl)carbamoyl)oxy)methyl)thiophen-2-yl)-2-methylpyridin-3-yl)oxy)cyclohexane-1-carboxylic acid ClC1=CC(=C(S1)C1=CC=C(C(=N1)C)O[C@@H]1C[C@H](CCC1)C(=O)O)COC(N(CC1COC1)C)=O